octyl-3,5-di-tert-butyl-4-hydroxyhydrocinnamate C(CCCCCCC)OC(CCC1=CC(=C(C(=C1)C(C)(C)C)O)C(C)(C)C)=O